5-chloro-2-fluorobenzoyl chloride ClC=1C=CC(=C(C(=O)Cl)C1)F